2-[4-(3-methoxyphenyl)pyrazol-1-yl]-4-morpholino-N-tetrahydropyran-4-yl-furo[3,2-d]pyrimidine-6-carboxamide COC=1C=C(C=CC1)C=1C=NN(C1)C=1N=C(C2=C(N1)C=C(O2)C(=O)NC2CCOCC2)N2CCOCC2